Ethyl 2-[2-[ethyl-[(4-methoxyphenyl)methyl]amino]-4-methyl-7-oxo-thieno[2,3-d]pyridazin-6-yl]acetate C(C)N(C1=CC2=C(C(N(N=C2C)CC(=O)OCC)=O)S1)CC1=CC=C(C=C1)OC